ClC1=CC=C(N=N1)C(C=1C(=C(C(=O)NCC)C=CC1)OC)C#N 3-((6-chloropyridazin-3-yl)(cyano)methyl)-N-ethyl-2-methoxybenzamide